2,4-Dihydroxy-5-methyl-benzaldehyd OC1=C(C=O)C=C(C(=C1)O)C